4-amino-2-(difluoromethoxy)-N-ethyl-6-methoxy-benzamide NC1=CC(=C(C(=O)NCC)C(=C1)OC)OC(F)F